3-[2-(1-{[3,5-bis(difluoromethyl)-1H-pyrazol-1-yl] acetyl} piperidin-4-yl)-1,3-thiazol-4-yl]-9-fluoro-1,5-dihydro-2,4-benzodioxepin-6-yl methanesulfonate CS(=O)(=O)OC1=CC=C(C=2COC(OCC21)C=2N=C(SC2)C2CCN(CC2)C(CN2N=C(C=C2C(F)F)C(F)F)=O)F